ClC1=C(C=2N=C(N=C(C2C(=N1)C)N1C[C@@](CCC1)(O)C)SC)F (R)-1-(7-chloro-8-fluoro-5-methyl-2-(methylthio)pyrido[4,3-d]pyrimidin-4-yl)-3-methylpiperidin-3-ol